2-(2,6-dimethylmorpholino)-6-nitro-5-(piperidin-1-yl)oxazolo[4,5-b]pyridine CC1OC(CN(C1)C=1OC=2C(=NC(=C(C2)[N+](=O)[O-])N2CCCCC2)N1)C